Hydrogen glutarate C(CCCC(=O)[O-])(=O)O